ClC=1C=NN(C(C1Cl)=O)[C@H](C(=O)NC=1C=CC(=C(C1)S(=O)(=O)NCCC1=CC=C(C(=O)O)C=C1)C)C 4-[2-[[5-[[(2S)-2-(4,5-dichloro-6-oxo-pyridazin-1-yl)propanoyl]amino]-2-methyl-phenyl]sulfonylamino]ethyl]benzoic acid